di-Boc-L-glutamic acid methyl ester COC([C@@H](N(C(=O)OC(C)(C)C)C(=O)OC(C)(C)C)CCC(=O)O)=O